1,1,2,2-tetrafluorocyclohexane FC1(C(CCCC1)(F)F)F